C1OCC12CN(C2)C2=NC1=CC=C(C=C1C=C2)CO (2-(2-Oxa-6-azaspiro[3.3]hept-6-yl)quinolin-6-yl)methanol